C(#N)C=1C=CC=C(C1)C1=C(C(N(C=C1)C)=O)C(=O)N 5-cyanophenyl-1-methyl-2-oxo-1,2-dihydropyridine-3-carboxamide